C(CC(=O)O)(=O)O.N1=CN=C(C2=C1NC=C2)N[C@@H]2CC[C@@H](N(C2)C(C=C)=O)C 1-((2S,5R)-5-((7H-Pyrrolo[2,3-d]pyrimidin-4-yl)amino)-2-methyl-piperidin-1-yl)prop-2-en-1-one Malonic Acid Salt